CN1N=CC(=C1)C=1C=C(C=CC1)NC(=O)C=1C=NN2C1N=C(C=C2)NC2CCOCC2 N-(3-(1-methyl-1H-pyrazol-4-yl)phenyl)-5-((tetrahydro-2H-pyran-4-yl)amino)pyrazolo[1,5-a]pyrimidine-3-carboxamide